(3R,4R)-4-((R)-5H-imidazo[5,1-a]isoindol-5-yl)-1-(methylsulfonyl)piperidin-3-ol C=1N=CN2C1C1=CC=CC=C1[C@H]2[C@@H]2[C@H](CN(CC2)S(=O)(=O)C)O